L-ornithinamide N[C@@H](CCCN)C(=O)N